C1(=CC(=CC=C1)NC(=O)C1=CN(C2=CC=C(C=C12)OC)C(C)=O)C1=CC=CC=C1 N-([1,1'-biphenyl]-3-yl)-1-acetyl-5-methoxy-1H-indole-3-carboxamide